C(C)OC(C(CO)C)=O methyl-3-hydroxypropionic acid ethyl ester